3-(N-(3-chloro-1H-indol-7-yl)sulfamoyl)-N-(4-methoxybenzyl)benzamide ClC1=CNC2=C(C=CC=C12)NS(=O)(=O)C=1C=C(C(=O)NCC2=CC=C(C=C2)OC)C=CC1